N-(2-chloro-4-(trifluoromethyl)phenyl)-1-(4-((1-(2-(2,6-dioxopiperidin-3-yl)-1,3-dioxoisoindoline-5-yl)-3-methylazetidin-3-yl)ethynyl)-1H-pyrazol-1-yl)cyclobutane-1-Formamide ClC1=C(C=CC(=C1)C(F)(F)F)NC(=O)C1(CCC1)N1N=CC(=C1)C#CC1(CN(C1)C=1C=C2C(N(C(C2=CC1)=O)C1C(NC(CC1)=O)=O)=O)C